NC1=NC(=NC=C1N1CN(C2=CC=C(C=C2C1=O)C(F)(F)F)C1=C(C=C(C=C1)F)C)OC 3-(4-Amino-2-methoxypyrimidin-5-yl)-1-(4-fluoro-2-methylphenyl)-6-(trifluoromethyl)-2,3-dihydroquinazolin-4(1H)-one